2-(1-methyl-3-(1-methyl-1H-indol-5-yl)ureido)-5-oxo-5H-thieno[3,2-b]pyran-6-carboxylic acid CN(C(=O)NC=1C=C2C=CN(C2=CC1)C)C1=CC=2OC(C(=CC2S1)C(=O)O)=O